[6-[1-[2-(aminomethyl)-3,3-difluoro-allyl]-5-oxo-1,2,4-triazol-4-yl]-2-pyridinyl]-1-ethyl-pyridin-2-one trifluoroacetate salt FC(C(=O)O)(F)F.NCC(CN1N=CN(C1=O)C1=CC=CC(=N1)C=1C(N(C=CC1)CC)=O)=C(F)F